CC=1C(=NC(=CC1C#CBr)C)C(=O)O.NC=1C(=NC(=CN1)C1=CC=C(C=C1)S(=O)(=O)C(C)C)C1=CC(=NO1)C1=CC=C(CNC(=N)N)C=C1 1-(4-(5-(3-amino-6-(4-(isopropylsulfonyl)phenyl)pyrazin-2-yl)isoxazol-3-yl)benzyl)guanidine methyl-4-(bromoethynyl)-6-methylpicolinate